ethyl 3-((2-(2-chloro-5H-pyrrolo[2,3-b]pyrazin-7-yl)-5-fluoro-6-(thiophen-2-yl)pyrimidin-4-yl)amino)-4-methyl-4-(thiazol-2-yl)pentanoate ClC=1N=C2C(=NC1)NC=C2C2=NC(=C(C(=N2)NC(CC(=O)OCC)C(C)(C=2SC=CN2)C)F)C=2SC=CC2